2-(2-Ethoxy-4-isopropyl-7-oxo-thieno[2,3-d]pyridazin-6-yl)acetic acid C(C)OC1=CC2=C(C(N(N=C2C(C)C)CC(=O)O)=O)S1